N-[(3S,4R)-1,3-dimethyl-4-piperidyl]-6-[3-(2-methoxy-4-methylsulfonyl-anilino)prop-1-ynyl]-1-(2,2,2-trifluoroethyl)benzimidazole-4-carboxamide CN1C[C@@H]([C@@H](CC1)NC(=O)C1=CC(=CC=2N(C=NC21)CC(F)(F)F)C#CCNC2=C(C=C(C=C2)S(=O)(=O)C)OC)C